N-[4-(1-Ethyl-piperidin-3-yl)-phenyl]-4-methyl-3-(4-pyridin-3-yl-pyrimidin-2-ylamino)-benzamide C(C)N1CC(CCC1)C1=CC=C(C=C1)NC(C1=CC(=C(C=C1)C)NC1=NC=CC(=N1)C=1C=NC=CC1)=O